O=C1NC(CCC1N1C(C2=CC=C(C=C2C1=O)OCC(N1CCC(CC1)OC1CCNCC1)=O)=O)=O 2-(2,6-dioxopiperidin-3-yl)-5-{2-oxo-2-[4-(piperidin-4-yloxy)piperidin-1-yl]ethoxy}-2,3-dihydro-1H-isoindole-1,3-dione